Sulfonamidoethanol CC(O)S(=O)(=O)N